9-bromo-4-(3,5-dimethoxybenzyl)-5-oxo-2,3,4,5-tetrahydrobenzo[f][1,4]oxazepine-7-carboxylic acid BrC1=CC(=CC=2C(N(CCOC21)CC2=CC(=CC(=C2)OC)OC)=O)C(=O)O